(2,6-dimethylphenyl)quinoxalinediamine CC1=C(C(=CC=C1)C)C1=C2N=C(C(=NC2=CC=C1)N)N